ClC1=NC(=CC(=N1)N[C@@H]1[C@H](C2CCC1CC2)C(=O)OCC)Cl (2S,3S)-ethyl 3-((2,6-dichloropyrimidin-4-yl)amino)bicyclo[2.2.2]octane-2-carboxylate